O1COC2=C1C=CC(=C2)N(C(C2=CC(=CC=C2)N2N=C(C1=C2C[C@H]2CC[C@@H]1N2)C(F)(F)F)=O)C |o1:23,26| (4S,7R)- or (4R,7S)-N-(benzo[d][1,3]dioxol-5-yl)-N-methyl-3-(3-(trifluoromethyl)-5,6,7,8-tetrahydro-4,7-epiminocyclohepta[c]pyrazol-1(4H)-yl)benzamide